ClCOC(=O)NCCN(C(OCC1=CC=CC=C1)=O)C benzyl (2-(((chloromethoxy)carbonyl)amino)ethyl)(methyl)carbamate